C(CCCCCCCCCCCCCCC)(=O)OCC(COC(NC1CN(C1)CC(F)F)=O)OC(CCCCCCCCCCCCCCC)=O 3-(((1-(2,2-Difluoroethyl)azetidin-3-yl)carbamoyl)oxy)propane-1,2-diyl dipalmitate